OC(C(=O)OC)C methyl 2-hydroxypropanoate